4-amino-7-fluoro-N-methyl-N-((3S)-6-(pentafluoro-lambda~6~-sulfanyl)-2,3-dihydro-1-benzo-furan-3-yl)-1,3-dihydrofuro[3,4-c]-quinoline-8-carboxamide NC1=NC=2C=C(C(=CC2C2=C1COC2)C(=O)N([C@@H]2COC1=C2C=CC(=C1)S(F)(F)(F)(F)F)C)F